5-cyclopropyl-N-[imidazolidin-2-ylidene]-6-({3-[(propan-2-yl)carbamoyl]phenyl}amino)pyridine-3-carboxamide methyl-5-cyano-2-fluoro-benzoate COC(C1=C(C=CC(=C1)C#N)F)=O.C1(CC1)C=1C=C(C=NC1NC1=CC(=CC=C1)C(NC(C)C)=O)C(=O)N=C1NCCN1